BrC1=CC(=CC=2N1N=CN2)C2(CC(C2)C)C(=O)O 1-(5-bromo[1,2,4]triazolo[1,5-a]pyridin-7-yl)-3-methylcyclobutane-1-carboxylic acid